5-(1,3-dioxolan-2-yl)-2-(4-(trifluoromethoxy)phenoxy)thiazole O1C(OCC1)C1=CN=C(S1)OC1=CC=C(C=C1)OC(F)(F)F